2-bromo-6-methylpyridin-3-yl 2-cyclopropylacetate C1(CC1)CC(=O)OC=1C(=NC(=CC1)C)Br